(3-((4-fluoro-1H-indazol-1-yl)methyl)bicyclo[1.1.1]-pentan-1-yl)(4-fluoro-2-(3-fluorophenyl)pyrrolidin-1-yl)methanone FC1=C2C=NN(C2=CC=C1)CC12CC(C1)(C2)C(=O)N2C(CC(C2)F)C2=CC(=CC=C2)F